C12(CCCCC1)CNCC1=CC=CC=C12 spiro[2,3-dihydro-1H-isoquinoline-4,1'-cyclohexane]